Methanoimidazole N1C2=NC(=C1)C2